ClC=1C=NN2C1C(=CC(=C2)C=2N=NN(C2C)C2CC(C2)O)O 3-chloro-6-(1-((1r,3r)-3-hydroxycyclobutyl)-5-methyl-1H-1,2,3-triazol-4-yl)pyrazolo[1,5-a]pyridin-4-ol